6-(5-cyano-1H-pyrazolo[3,4-b]pyridin-1-yl)-N-(2-(1-hydroxycyclopropyl)ethyl)-4-(isopropylamino)nicotinamide C(#N)C=1C=C2C(=NC1)N(N=C2)C2=NC=C(C(=O)NCCC1(CC1)O)C(=C2)NC(C)C